tert-butyl phosphite (3-methoxybenzylidene)carbamate COC=1C=C(C=NC(O)=O)C=CC1.P(OC(C)(C)C)(O)O